diisohexylaminoethanol C(CCC(C)C)N(CCCC(C)C)C(C)O